N(=NC(C(=N)N)(C)C)C(C(=N)N)(C)C Azo-bis-isobutyramidin